CC1=CC=C(C=C1)S(=O)(=O)OCCOCCOCCOCCOCC#CC1=C2C(N(C(C2=CC=C1)=O)C1C(NC(CC1)=O)=O)=O 2-(2,6-dioxopiperidin-3-yl)-1,3-dioxoisoindolin-4-yl-3,6,9,12-tetraoxapentadec-14-yn-1-yl 4-methylbenzenesulfonate